chlorodimethyl-(vinyl)silane Cl[Si](C=C)(C)C